CN(C(OC1=CC=C2C(=C(C(OC2=C1)=O)CC1=C(C(=NC=C1)NS(NC)(=O)=O)F)CCl)=O)C 4-(chloromethyl)-3-((3-fluoro-2-((N-methylsulfamoyl) amino) pyridin-4-yl) methyl)-2-oxo-2H-chromen-7-yl dimethylcarbamate